C(C=C)(=O)OCCC[Si](OCCC)(OCCC)OCCC γ-acryloxypropyltripropoxy-silane